ClC=1C(=NC(=NC1)NC1CCN(CC1)S(=O)(=O)C)C=1C=C2C=CC=NC2=C(C1)F 5-Chloro-4-(8-fluoroquinolin-6-yl)-N-(1-(methylsulfonyl)piperidin-4-yl)pyrimidin-2-amine